benzyl (p-tolyl) sulfide C1(=CC=C(C=C1)SCC1=CC=CC=C1)C